N1(C=NC=C1)C(=O)N1CCC(CC1)=C(C#N)C=1C=CC=C2C=NNC12 2-(1-(1H-imidazole-1-carbonyl)piperidin-4-ylidene)-2-(1H-indazol-7-yl)acetonitrile